C[C@@]1(CNCC1)OC(=O)N1CCN(CC1)C1=NC=2N(C=C1)N=CC2C=2C(=NC=CC2)OC2CC2 [(3R)-3-methylpyrrolidin-3-yl]-4-[3-[2-(cyclopropoxy)-3-pyridyl]pyrazolo[1,5-a]pyrimidin-5-yl]piperazine-1-carboxylate